N-ethyl-N-((1-(3-nitrophenyl)-1H-tetrazol-5-yl)methyl)cyclohexylamine C(C)N(CC1=NN=NN1C1=CC(=CC=C1)[N+](=O)[O-])C1CCCCC1